O=C1CCC2(N1C1=CC=CC=C1C(N2)=O)C(=O)O 1,5-dioxo-2,3,4,5-tetrahydropyrrolo[1,2-a]quinazoline-3a(1H)-carboxylic acid